ethyl-amine 3-chloropropionate hydrochloride Cl.ClCCC(=O)O.C(C)N